[5-(aminomethyl)thiazol-2-yl](4-phenylindolin-1-yl)methanone NCC1=CN=C(S1)C(=O)N1CCC2=C(C=CC=C12)C1=CC=CC=C1